ClC1=CC=C(C=C1)OC1=CC(=CC=C1)Cl 3-chlorophenyl 4-chlorophenyl ether